7-bromo-6-chloro-8-cyclopropoxy-2-((((2S,4R)-4-fluoro-1-methylpyrrolidin-2-yl)methoxy)quinazolin-4-yl)piperazin-1-carboxylate BrC1=CC=C2C(=NC(=NC2=C1OC1CC1)OC[C@H]1N(C[C@@H](C1)F)C)C1N(C(CNC1)Cl)C(=O)[O-]